1-benzyl-4-(ethoxymethyl)-4-phenethyl-piperidine C(C1=CC=CC=C1)N1CCC(CC1)(CCC1=CC=CC=C1)COCC